5-fluoro-2,4,6-trichloropyrimidine FC=1C(=NC(=NC1Cl)Cl)Cl